4-((1-(4-(2-(2-Aminopyridin-3-yl)-5-(3-(dimethylamino)phenyl)-3H-imidazo[4,5-b]pyridin-3-yl)benzyl)piperidin-4-yl)amino)pyrimidine-2-carbonitrile NC1=NC=CC=C1C1=NC=2C(=NC(=CC2)C2=CC(=CC=C2)N(C)C)N1C1=CC=C(CN2CCC(CC2)NC2=NC(=NC=C2)C#N)C=C1